1-tertiary butyl-3-(2-chloroacetyl)-urea C(C)(C)(C)NC(=O)NC(CCl)=O